2-methyl-1,4-dihydroanthraquinone CC=1CC=2C(C3=CC=CC=C3C(C2CC1)=O)=O